C(#N)C1CC(N(C1)C=1N=C2N(CCOC3=C2C=CC(=C3)N[C@H](C(=O)N)C)C1)=C=O (2S)-2-((2-(4-cyano-2-carbonyl-pyrrolidin-1-yl)-5,6-dihydrobenzo[f]imidazo[1,2-d][1,4]oxazepin-9-yl)amino)propanamide